2-((5-(4-((2-fluoro-4-isocyanobenzyl)oxy)pyrimidin-2-yl)-3,3a,4,6a-tetrahydrocyclopenta[c]pyrrol-2(1H)-yl)methyl)-1-(((S)-oxetan-2-yl)methyl)-1H-benzo[d]imidazole-6-carboxylic acid FC1=C(COC2=NC(=NC=C2)C=2CC3C(CN(C3)CC3=NC4=C(N3C[C@H]3OCC3)C=C(C=C4)C(=O)O)C2)C=CC(=C1)[N+]#[C-]